2'-methoxy-[1,1'-Biphenyl]-4-sulfonyl chloride COC1=C(C=CC=C1)C1=CC=C(C=C1)S(=O)(=O)Cl